FC1=C(C=C(C=C1)OC)C1=NC2=CC=C(C=C2C(N1)=O)C1CCN(CC1)C 2-(2-fluoro-5-methoxyphenyl)-6-(1-methylpiperidin-4-yl)quinazolin-4(3H)-one